{2-[3-(1,3-dioxolan-2-yl)-4-[(4-methoxyphenyl)methoxy]phenyl]ethynyl}trimethylsilane O1C(OCC1)C=1C=C(C=CC1OCC1=CC=C(C=C1)OC)C#C[Si](C)(C)C